3-isopropylbicyclo[1.1.1]pentane-1-amine hydrochloride Cl.C(C)(C)C12CC(C1)(C2)N